ClC=1C(=CC2=CC(=CC=C2C1)Cl)C(=O)[O-].[Na+] sodium 3,7-dichloro-2-naphthoate